N1C=CC=2C1=NC=C(C2)OC=2C(=NC=C(C2)N2CCC1(CC(C1)N1[C@@H](CCC1)C1=C(C=CC=C1)C(C)C)CC2)C(=O)O (S)-3-((1H-pyrrolo[2,3-b]pyridin-5-yl)oxy)-5-(2-(2-(2-isopropylphenyl)pyrrolidin-1-yl)-7-azaspiro[3.5]nonan-7-yl)pyridine-2-carboxylic acid